fluoro-N-(3-fluoro-4-(4-(1-methylpiperidin-4-yl)piperazin-1-yl)phenyl)-4-(1-isopropyl-1H-pyrazol-4-yl)pyrimidin-2-amine FC=1C(=NC(=NC1)NC1=CC(=C(C=C1)N1CCN(CC1)C1CCN(CC1)C)F)C=1C=NN(C1)C(C)C